C1(CC=CC1)C(=O)O 1-(3-cyclopentenyl)formic acid